ClC1=CC=C(C=C1)C1=N[C@H](C=2N(C3=C1C(=C(S3)C)C)C(=NN2)C)CC(=O)OC(C)C2=CC=C(C=C2)C(NC2=C(C=CC=C2)N)=O 1-(4-((2-aminophenyl)carbamoyl)phenyl)ethyl 2-((S)-4-(4-chlorophenyl)-2,3,9-trimethyl-6H-thieno[3,2-f][1,2,4]triazolo[4,3-a][1,4]diazepin-6-yl)acetate